N,N-diethylformylAmine C(C)N(CC)C=O